COCCSC1=CC=C(C=C1)O 4-(2-methoxyethylsulfanyl)phenol